2-[5-({3-[4-({1-[2-(4-methanesulfonylpiperazin-1-yl)-2-oxoethyl]piperidin-4-yl}amino)-1-(2,2,2-trifluoroethyl)-1H-indol-2-yl]prop-2-yn-1-yl}amino)pyridin-2-yl]-2-methylpropanenitrile CS(=O)(=O)N1CCN(CC1)C(CN1CCC(CC1)NC1=C2C=C(N(C2=CC=C1)CC(F)(F)F)C#CCNC=1C=CC(=NC1)C(C#N)(C)C)=O